8-(4-(methoxy)phenyl)-N-(4-(4-propylpiperazin-1-yl)phenyl)quinazolin-2-amine COC1=CC=C(C=C1)C=1C=CC=C2C=NC(=NC12)NC1=CC=C(C=C1)N1CCN(CC1)CCC